N1=CC=CC2=C1NC=1C(NN=CC12)=O pyrido[3',2':4,5]pyrrolo[2,3-d]pyridazin-8(9H)-one